FC(C=1C=NC=CC1CC1=NNC(C2=CC=CC=C12)=O)(F)F 4-((3-(trifluoromethyl)pyridin-4-yl)methyl)phthalazin-1(2H)-one